diglycerol sesquioctanoate C(CCCCCCC)(=O)O.OCC(O)CO.OCC(O)CO